Methyl 5-((2-((3-(aminomethyl)cyclobutyl)amino)ethyl)amino)benzo[c][2,6]naphthyridine-8-carboxylate NCC1CC(C1)NCCNC1=NC2=C(C3=CN=CC=C13)C=CC(=C2)C(=O)OC